FC1=C2CN(CC2=CC=C1)C(=O)NC1=CC=C(C=C1)C1CCC(CC1)NC(C(=O)OCC)=O ethyl 2-(((1r,4r)-4-(4-(4-fluoroisoindoline-2-carboxamido) phenyl)cyclohexyl)amino)-2-oxoacetate